Racemic-N-[(5-bromo-2-pyridyl)methyl]-1-pyrimidin-2-yl-ethanamine BrC=1C=CC(=NC1)CN[C@H](C)C1=NC=CC=N1 |r|